CC1=NC2=CC(=CC=C2C(=C1)C)C(=O)O 2,4-dimethylquinoline-7-carboxylic acid